bromo-2-fluorobenzohydrazide BrC=1C(=C(C(=O)NN)C=CC1)F